C(C1=CC=CC=C1)OC1=C(N(C=C(C1=O)C(NCC1=C(C=C(C=C1F)F)F)=O)NC(=O)OC(C)(C)C)C(=O)OC methyl 3-(benzyloxy)-1-((tert-butoxycarbonyl)amino)-4-oxo-5-((2,4,6-trifluorobenzyl) carbamoyl)-1,4-dihydropyridine-2-carboxylate